N-Formylamin C(=O)N